4-(7-amino-3-(1-(2-hydroxyacetyl)piperidin-3-yl)-1H-pyrazolo[4,3-d]pyrimidin-1-yl)-N-(4-(trifluoromethyl)pyridin-2-yl)benzamide NC=1C2=C(N=CN1)C(=NN2C2=CC=C(C(=O)NC1=NC=CC(=C1)C(F)(F)F)C=C2)C2CN(CCC2)C(CO)=O